(5S)-3-[2-[5,7-difluoro-2-(4-fluorophenyl)-1H-indol-3-yl]ethyl]-5-methyl-imidazolidine-2,4-dione FC=1C=C2C(=C(NC2=C(C1)F)C1=CC=C(C=C1)F)CCN1C(N[C@H](C1=O)C)=O